N(C1=CC=CC=C1)C1=NC(=CC=C1C(C)=O)N1C=NC2=C1C=CC(=C2)OCCN2CCOCC2 1-[2-anilino-6-[5-(2-morpholinoethoxy)benzimidazol-1-yl]-3-pyridyl]ethanone